FC1=C(C=C(C=C1C=1C(=NN(C1C)C)C)NS(=O)(=O)C1=NC=CC=C1)B1OC(C(O1)(C)C)(C)C N-(4-fluoro-3-(4,4,5,5-tetramethyl-1,3,2-dioxaborolan-2-yl)-5-(1,3,5-trimethyl-1H-pyrazol-4-yl)phenyl)pyridine-2-sulfonamide